N[C@@H](CCCN)C(=O)O ornithinic acid